BrC=1C=C2C(=NC1)C=C(N2)C2=CC=C(C=C2)S(=O)(=O)C 6-bromo-2-(4-(methylsulfonyl)phenyl)-1H-pyrrolo[3,2-b]pyridine